(1R,6S)-3-(8-fluoro-7-(3-hydroxynaphthalen-1-yl)-2-(((S)-1-methylpyrrolidin-2-yl)methoxy)quinazolin-4-yl)-N-((R)-1-methylpyrrolidin-3-yl)-3,9-diazabicyclo[4.2.1]nonane-9-carboxamide FC=1C(=CC=C2C(=NC(=NC12)OC[C@H]1N(CCC1)C)N1C[C@H]2CC[C@@H](CC1)N2C(=O)N[C@H]2CN(CC2)C)C2=CC(=CC1=CC=CC=C21)O